7-chloro-1-methyl-5-[2-phenylethenyl]pyrazolo[4,3-d]pyrimidine ClC=1C2=C(N=C(N1)C=CC1=CC=CC=C1)C=NN2C